N-(2'-methoxy-3'-(3-(piperazin-1-yl)isoxazol-5-yl)-[1,1'-biphenyl]-4-yl)acetamide COC1=C(C=CC=C1C1=CC(=NO1)N1CCNCC1)C1=CC=C(C=C1)NC(C)=O